(R)-3-((5-chloro-1H-indol-2-yl)methyl)-1-methyl-1-(1-(4-methyloxazole-5-carbonyl)piperidin-3-yl)urea ClC=1C=C2C=C(NC2=CC1)CNC(N([C@H]1CN(CCC1)C(=O)C1=C(N=CO1)C)C)=O